(R)-(2,4-Dimethylpiperazin-1-yl)(2-fluoro-5-methoxy-4-((4-(methylamino)-3-(trifluoromethyl)-1H-pyrrolo[2,3-b]pyridin-6-yl)amino)phenyl)methanon C[C@H]1N(CCN(C1)C)C(=O)C1=C(C=C(C(=C1)OC)NC1=CC(=C2C(=N1)NC=C2C(F)(F)F)NC)F